(R)-3-(3-chloro-4-fluorophenyl)-1-(1-(6,7-difluoro-1-oxo-1,2-dihydroisoquinolin-4-yl)ethyl)-1-(methyl)urea ClC=1C=C(C=CC1F)NC(N(C)[C@H](C)C1=CNC(C2=CC(=C(C=C12)F)F)=O)=O